[Si](C1=CC=CC=C1)(C1=CC=CC=C1)(C(C)(C)C)OCC1CCC(CC1)OC[C@H](C)NCC1=CC=C(C=C1)OC (2S)-1-[4-[[tert-butyl(diphenyl)silyl]oxymethyl]cyclohexoxy]-N-[(4-methoxyphenyl)methyl]propan-2-amine